4-(5-(difluoromethyl)-1,3,4-oxadiazol-2-yl)-1-(((1R,2R)-2-phenylcyclopropyl)methyl)pyridin-2(1H)-one FC(C1=NN=C(O1)C1=CC(N(C=C1)C[C@H]1[C@@H](C1)C1=CC=CC=C1)=O)F